5-methoxy-2-nitro-N-(1-(trifluoromethyl)cyclopropyl)aniline Tert-butyl-1-((E)-2-methoxyvinyl)-3-trityl-3,8-diazabicyclo[3.2.1]octane-8-carboxylate C(C)(C)(C)OC(=O)N1C2(CN(CC1CC2)C(C2=CC=CC=C2)(C2=CC=CC=C2)C2=CC=CC=C2)\C=C\OC.COC=2C=CC(=C(NC1(CC1)C(F)(F)F)C2)[N+](=O)[O-]